[2,5-dimethyl-4-(1-tetrahydropyran-2-yl-3-vinyl-pyrazolo[3,4-c]pyridin-5-yl)pyrazol-3-yl]oxy-N-methyl-propan-1-amine CN1N=C(C(=C1OC(CC)NC)C=1C=C2C(=CN1)N(N=C2C=C)C2OCCCC2)C